[N+](=O)([O-])C=1C=C2C(=NN(C2=CC1)COCC[Si](C)(C)C)C(C)=O 1-(5-nitro-1-((2-(trimethylsilyl)ethoxy)methyl)-1H-indazol-3-yl)ethan-1-one